2-(4-(dimethylamino)bicyclo[2.2.2]octan-1-yl)-2,4-dimethyl-7,8-dihydro-[1,3]dioxolo[4,5-g]isoquinolin-5(6H)-one CN(C12CCC(CC1)(CC2)C2(OC=1C(=CC=3CCNC(C3C1C)=O)O2)C)C